CN(C(=O)N1CCN(CC1)C=1C=C(C=C2C=C(N=CC12)NC(OC(C)(C)C)=O)S(NC1(CC1)C)(=O)=O)C tert-butyl (8-(4-(dimethylcarbamoyl)piperazin-1-yl)-6-(N-(1-methylcyclopropyl)sulfamoyl)isoquinolin-3-yl)carbamate